(S*)-6-(Cyclopropanecarboxamido)-4-((4-methoxy-3-(1,1,1-trifluoropropan-2-yl)pyrazolo[1,5-c]pyrimidin-5-yl)amino)-N-(methyl-d3)nicotinamide C1(CC1)C(=O)NC1=NC=C(C(=O)NC([2H])([2H])[2H])C(=C1)NC1=C(C=2N(C=N1)N=CC2[C@@H](C(F)(F)F)C)OC |o1:29|